O1C(=CC=C1)CNC(=O)N1CC=2CN(CC2C1)S(=O)(=O)C=1C=2C=CN=CC2C=CC1 N-(furan-2-ylmethyl)-5-(isoquinoline-5-sulfonyl)-1H,2H,3H,4H,5H,6H-pyrrolo[3,4-c]pyrrole-2-carboxamide